C(C)C1=CC2=C(C3=CC=CC=C3C=C2C=C1)OC(=O)C1C(CC=CC1)C(=O)O 2-ethyl-9-[2-carboxy(4-cyclohexenyl)]carbonyloxyanthracene